ClC(=O)OCC1=CC=C(C=C1)[N+](=O)[O-] p-nitrobenzyl chloroformate